(2,5-dimethoxy-2,5-dihydrofuran-2-yl)(2-trifluoromethylphenyl)methanol COC1(OC(C=C1)OC)C(O)C1=C(C=CC=C1)C(F)(F)F